2-(pentadecyloxy)acetyl chloride C(CCCCCCCCCCCCCC)OCC(=O)Cl